FC=1C=C(CN2C3(CN(C3)C(=O)N)C(N(CC2=O)C2CCC(CC2)C)=O)C=CC1F 5-(3,4-difluorobenzyl)-8-((1r,4r)-4-methylcyclohexyl)-6,9-dioxo-2,5,8-triazaspiro[3.5]nonane-2-carboxamide